tert-butyl (3-((3-(trifluoromethyl)phenoxy)methyl)bicyclo[1.1.1]pentan-1-yl)carbamate FC(C=1C=C(OCC23CC(C2)(C3)NC(OC(C)(C)C)=O)C=CC1)(F)F